(M)-8-(3-hydroxy-1-naphthalenyl)-6-(2-(2-propenoyl)-2,6-diazaspiro[3.4]octan-6-yl)-3,4-dihydro-2H-chromene-7-carbonitrile OC=1C=C(C2=CC=CC=C2C1)C=1C(=C(C=C2CCCOC12)N1CC2(CN(C2)C(C=C)=O)CC1)C#N